Spiro-9,9'-bifluorene-2-boronic acid C1=C(C=CC=2C3=CC=CC=C3C3(C4=CC=CC=C4C4=CC=CC=C43)C12)B(O)O